3-(6-acetamidopyridin-3-yl)-N-(3-cyano-4-fluorophenyl)-1-oxo-2-(2,2,2-trifluoroethyl)-1,2,3,4-tetrahydroisoquinoline-4-carboxamide C(C)(=O)NC1=CC=C(C=N1)C1N(C(C2=CC=CC=C2C1C(=O)NC1=CC(=C(C=C1)F)C#N)=O)CC(F)(F)F